[Cl-].CC1=C(C(=C(C=C1)PC1=C(C(=C(C=C1)C)C)C)C)C bis(trimethylphenyl)-phosphine chloride